S(=O)(=O)(C=1C(=CC=CC1)[N+](=O)[O-])N[C@@H](CCCCN)C(=O)O (o-nosyl)-lysine